ClNS(=O)(=O)C1=CC=CC=C1.[Na] Sodium N-chlorobenzenesulphonamide